5-(2-(trifluoromethyl)pyridin-4-yl)-3,4-dihydronaphthalen-1-yl trifluoromethanesulfonate FC(S(=O)(=O)OC1=CCCC2=C(C=CC=C12)C1=CC(=NC=C1)C(F)(F)F)(F)F